decan-1-olol C(CCCCCCCCC)(O)O